N-(1-(5-((5-(dimethylamino)-3,4-dihydroxy-6-methyltetrahydro-2H-pyran-2-yl)oxy)-6-methyltetrahydro-2H-pyran-2-yl)-2-oxo-1,2-dihydropyrimidin-4-yl)-3-methylbutanamide CN(C1C(C(C(OC1C)OC1CCC(OC1C)N1C(N=C(C=C1)NC(CC(C)C)=O)=O)O)O)C